(R)-1-cyclopentylethyl (1-methyl-4-(6-methyl-5-nitropyridin-2-yl)-1H-pyrazol-5-yl)carbamate CN1N=CC(=C1NC(O[C@H](C)C1CCCC1)=O)C1=NC(=C(C=C1)[N+](=O)[O-])C